OC1=C(C=C(C=C1C(C)(C)C)CCO)N1N=C2C(=N1)C=CC=C2 2-[2'-hydroxy-3'-tert-butyl-5'-(2-hydroxyethyl)phenyl]-2H-benzotriazole